ClC1=C(C=CC(=C1)Cl)OC1=CC=CC=C1 2,4-dichloro-1-phenoxybenzene